ClC1=C(C=C(C=C1)C=1C=C2CC([C@H](C2=CC1F)NC(O[C@@H]1CN2CCC1CC2)=O)(C)C)OC(C)C (S)-quinuclidin-3-yl ((R)-5-(4-chloro-3-isopropoxyphenyl)-6-fluoro-2,2-dimethyl-2,3-dihydro-1H-inden-1-yl)carbamate